O[C@]1(C2=NN=C(C=3C(=CC(=C(CC(CCCCC1)(C)C)N3)C(F)(F)F)NC(OC(C)(C)C)=O)O2)C(F)(F)F tert-Butyl N-[(6R)-6-hydroxy-12,12-dimethyl-6,15-bis(trifluoromethyl)-19-oxa-3,4,18-triazatricyclo[12.3.1.12,5]nonadeca-1(18),2,4,14,16-pentaen-17-yl]carbamate